NC=1C=C(C=C2C=C(N=CC12)NC(=O)C1CC1)C=1C=NC=CC1C N-[8-amino-6-(4-methyl-3-pyridinyl)-3-isoquinolinyl]Cyclopropane-carboxamide